C(C)OC(=O)C1CC2=CC=CC(=C2C1)Br 4-Bromoindane-2-carboxylic acid ethyl ester